Titanium (IV) Bismuth [Bi+3].[Ti+4]